C1(=CC=CC=C1)N1C=2NC=3C=CSC3CC2CC1 4-phenyl-10-thia-2,4-diazatricyclo[7.3.0.03,7]dodeca-1(9),3(7),11-triene